1-(4-(3,4-dichlorophenyl)-5-(isopropylsulfanyl)thiazol-2-yl)-4-(3-fluoro-5-methoxyphenyl)-3-methyl-1H-pyrazole-5-carboxylic acid ClC=1C=C(C=CC1Cl)C=1N=C(SC1SC(C)C)N1N=C(C(=C1C(=O)O)C1=CC(=CC(=C1)OC)F)C